dipropylene glycol isopentyl ether C(CC(C)C)OC(C)COC(C)CO